C(C)(C)C1=NNC(=C1)C1=CC=NC=C1 4-(3-isopropyl-1H-pyrazol-5-yl)pyridine